N-(6-amino-5-methyl-3-pyridyl)-2-[(2S,5S)-5-methyl-2-(2-methylpyrazol-3-yl)-1-piperidyl]-2-oxo-acetamide NC1=C(C=C(C=N1)NC(C(=O)N1[C@@H](CC[C@@H](C1)C)C=1N(N=CC1)C)=O)C